CN1N=CC(=C1)C(=O)NCC1=CC=C(C=C1)NC(OCC1=CC=C(C=C1)Cl)=O 4-chlorobenzyl (4-((1-methyl-1H-pyrazole-4-carboxamido)meth-yl)phenyl)carbamate